6-methyl-7-(4,4,5,5-tetramethyl-1,3,2-dioxaborolan-2-yl)-2,3-dihydropyrazolo[5,1-b]oxazole CC1=NN2C(OCC2)=C1B1OC(C(O1)(C)C)(C)C